C(C1=CC=CC=C1)OCCOCCOCCOC1=CC(=CC2=C1OC(O2)OCC)C(=O)OC Methyl 7-(2-(2-(2-(benzyloxy)ethoxy)ethoxy)ethoxy)-2-ethoxybenzo-[d][1,3]dioxole-5-carboxylate